[Ra].[U] uranium-radium